(R)-4-(3-(3-aminopiperidine-1-carbonyl)-1-(2-chloro-4-cyclopropylphenyl)-1H-pyrazol-5-yl)-2-fluorobenzonitrile N[C@H]1CN(CCC1)C(=O)C1=NN(C(=C1)C1=CC(=C(C#N)C=C1)F)C1=C(C=C(C=C1)C1CC1)Cl